FC(C1(C(C1)N1C(C(=CC=C1)NC(=O)C=1C(=NC=2N(C1)C=C(N2)C21COC(C2)(C1)C)OC(C)C)=O)C)F N-(1-(2-(difluoromethyl)-2-methylcyclopropyl)-2-oxo-1,2-dihydropyridin-3-yl)-7-isopropoxy-2-(1-methyl-2-oxabicyclo[2.1.1]hex-4-yl)imidazo[1,2-a]pyrimidine-6-carboxamide